1-(5-(prop-1-en-2-yl)pyridin-3-yl)dihydropyrimidine-2,4(1H,3H)-dione C=C(C)C=1C=C(C=NC1)N1C(NC(CC1)=O)=O